CC1=C(C=CC=C1C)NC(C(C(C)C)NC(C(F)(F)F)=O)=O N-(2,3-dimethylphenyl)-3-methyl-2-(2,2,2-trifluoroacetamido)butanamide